FC=1C=C2C(=CN(C2=CC1)C1CCN(CC1)[C@@H]1CC[C@@H](CC1)C(C)C)CCN 2-(5-fluoro-1-(1-(cis-4-isopropylcyclohexyl)piperidin-4-yl)-1H-indol-3-yl)ethan-1-amine